N-((1s,3s)-3-(6-((4-(4-(1-(2-(2,6-dioxopiperidin-3-yl)-1,3-dioxoisoindolin-5-yl)piperidin-4-yl)piperazin-1-yl)phenyl)amino)-9H-purin-9-yl)cyclobutyl)-2-phenylacetamide O=C1NC(CC[C@@H]1N1C(C2=CC=C(C=C2C1=O)N1CCC(CC1)N1CCN(CC1)C1=CC=C(C=C1)NC1=C2N=CN(C2=NC=N1)C1CC(C1)NC(CC1=CC=CC=C1)=O)=O)=O